BrC=1C(=NN(C1COC1=CC=C(C=C1)N1CCN(CC1)C(=O)OC(C)(C)C)C)C(=O)OCC tert-Butyl 4-(4-{[4-bromo-3-(ethoxycarbonyl)-1-methyl-1H-pyrazol-5-yl]methoxy}phenyl)piperazine-1-carboxylate